1-acetyl-N-((6-carbamoylpyridin-2-yl)methyl)-4-(3-(cyclopropylmethoxy)-4-(difluoromethoxy)phenyl)piperazine-2-carboxamide C(C)(=O)N1C(CN(CC1)C1=CC(=C(C=C1)OC(F)F)OCC1CC1)C(=O)NCC1=NC(=CC=C1)C(N)=O